5-[3-[[1-[[3-(azetidine-3-carbonylamino)-4-fluoro-phenyl]methylsulfonyl]-2,2-dimethyl-4-piperidyl]amino]-2-fluoro-phenyl]-3-(carboxymethoxy)-4-chloro-thiophene-2-carboxylic acid N1CC(C1)C(=O)NC=1C=C(C=CC1F)CS(=O)(=O)N1C(CC(CC1)NC=1C(=C(C=CC1)C1=C(C(=C(S1)C(=O)O)OCC(=O)O)Cl)F)(C)C